8-[3'-(dibenzothiophen-4-yl)biphenyl-3-yl]Naphtho[1',2':4,5]Furano[3,2-d]Pyrimidine C1=CC=C(C=2SC3=C(C21)C=CC=C3)C=3C=C(C=CC3)C3=CC(=CC=C3)C3=C2C(=NC=N3)C3=C(O2)C=CC=2C=CC=CC23